NC1(CC2=CC=C(C=C2C1)NC([C@@H](C1CCCCC1)C1=NN(C(=C1)C(=O)N)C)=O)C(C)C ((1S)-2-((2-amino-2-isopropyl-2,3-dihydro-1H-inden-5-yl)amino)-1-cyclohexyl-2-oxoethyl)-1-methyl-1H-pyrazole-5-carboxamide